Cl.N1=CN=C2NC=NC2=C1N1CCSC(=C1)C(=O)N1[C@H](CCCC1)CN (R)-(4-(9H-purin-6-yl)-3,4-dihydro-2H-1,4-thiazin-6-yl)(2-(aminomethyl)piperidin-1-yl)methanone hydrochloride